6-Bromo-1-ethyl-7-methoxy-1H-pyrazolo[4,3-b]pyridine BrC=1C(=C2C(=NC1)C=NN2CC)OC